N1N=CC(=C1)C1=CC=C(C=C1)NC1=NC(=NC=C1)C1=CC=C2C(=C(NC2=C1)C(=O)N(C)C)Cl 6-(4-((4-(1H-pyrazol-4-yl)phenyl)-amino)-pyrimidin-2-yl)-3-chloro-N,N-dimethyl-1H-indole-2-carboxamide